C(C)(C)(C)OC(=O)N1C(C=2C(=NC=CC2C1=O)C1=CN=CC=2N1C=CN2)NC2=NC=C(C=C2)N2CCC(CC2)O ((5-(4-hydroxypiperidin-1-yl)pyridin-2-yl)amino)-4-(imidazo[1,2-a]pyrazin-5-yl)-1-oxo-1,3-dihydro-2H-pyrrolo[3,4-c]pyridine-2-carboxylic acid tert-butyl ester